3,8-dimethoxy-5H-chromen COC1=COC2=C(C=CCC2=C1)OC